C(C)N(CCOC1=CC=C(C=C1)C(=O)C=1C2=C(SC1C1=CC=C(C=C1)O)C=C(C=C2)O)CCOCCOCCOCC#CC2=C1CN(C(C1=CC=C2)=O)C2C(NC(CC2)=O)=O 3-(4-(3-Ethyl-1-(4-(6-hydroxy-2-(4-hydroxyphenyl)benzo[b]thiophene-3-carbonyl)phenoxy)-6,9,12-trioxa-3-azapentadec-14-yn-15-yl)-1-oxoisoindolin-2-yl)piperidine-2,6-dione